NC=1C=C(C(=C(C1)[C@@H](C)NC=1C2=C(N=C(N1)C)C=NC(=C2)N2CC1N(C(C2)C1)C)F)C(F)F N-((R)-1-(5-Amino-3-(difluoromethyl)-2-fluorophenyl)ethyl)-2-methyl-6-(6-methyl-3,6-Diazabicyclo[3.1.1]heptan-3-yl)pyrido[3,4-d]pyrimidin-4-amine